N-((4-(3-(tert-butyl)-1,2,4-oxadiazol-5-yl)bicyclo[2.2.2]octan-1-yl)methyl)-N-(3-(5-cyclopropylisoxazol-3-yl)phenyl)tetrahydro-2H-thiopyran-4-carboxamide 1,1-dioxide C(C)(C)(C)C1=NOC(=N1)C12CCC(CC1)(CC2)CN(C(=O)C2CCS(CC2)(=O)=O)C2=CC(=CC=C2)C2=NOC(=C2)C2CC2